Cl.C1NCC2=C(C=CC=C12)N(C(C=CC)=O)C N-(isoindolin-4-yl)-N-methylbut-2-enamide hydrochloride